((3-chlorobenzyl)amino)-6-(3,5-dimethylisoxazol-4-yl)-N-((1-methyl-1H-imidazol-5-yl)methyl)quinazoline-2-carboxamide ClC=1C=C(CNC2=NC(=NC3=CC=C(C=C23)C=2C(=NOC2C)C)C(=O)NCC2=CN=CN2C)C=CC1